[B].[Si].[Hf] hafnium-silicon-boron